isostearyl-ethylimidazolinium ethyl-sulfate salt C(C)OS(=O)(=O)[O-].C(CCCCCCCCCCCCCCC(C)C)[N+]1(C=NCC1)CC